4-Chloro-5-{2-[2-(5-methoxychinolin-8-sulfonamido)phenyl]ethynyl}pyridin ClC1=CC=NC=C1C#CC1=C(C=CC=C1)NS(=O)(=O)C=1C=CC(=C2C=CC=NC12)OC